ClC(C1=CC(=CC=C1)OC)(C1=CC=CC=C1)C1=CC=C(C=C1)OC 1-(chloro(4-methoxyphenyl)(phenyl)methyl)-3-methoxybenzene